COC(=O)C1(CCC2(C(=CC3=C(C=CC=C23)Cl)Br)CC1)NC1=CC(=CC=C1)Cl (1s,4s)-2'-bromo-4'-chloro-4-(3-chloroanilino)spiro[cyclohexane-1,1'-indene]-4-carboxylic acid methyl ester